O1C=NC2=C1C=C(C=C2)C(=O)[O-] 6-BENZOXAZOLECARBOXYLATE